2-((3-(2,6-Dioxopiperidin-3-yl)-1-methyl-1H-indazol-6-yl)oxy)-N-(2-(p-tolyl-oxy)ethyl)acetamide O=C1NC(CCC1C1=NN(C2=CC(=CC=C12)OCC(=O)NCCOC1=CC=C(C=C1)C)C)=O